1-[4-(2,4-Dichlorophenyl)piperazin-1-yl]-2-{3-[(2R,6S)-2,6-dimethylmorpholin-4-carbonyl]-5,6-dihydrocyclopenta[c]pyrazol-1(4H)-yl}ethan-1-on ClC1=C(C=CC(=C1)Cl)N1CCN(CC1)C(CN1N=C(C2=C1CCC2)C(=O)N2C[C@H](O[C@H](C2)C)C)=O